NC1=C(OC2=CC=CC=C2C1=O)C1=CC(=CC=C1)OC amino-3'-methoxyflavone